ClC1=CC(=C(C=C1)C=1C=C(C=C2C(N(C(=NC12)C)C)=O)N1CC(O[C@@H](C1)C=1C=NN(C1)C)(C)C)F (R)-8-(4-chloro-2-fluorophenyl)-6-(2,2-dimethyl-6-(1-methyl-1H-pyrazol-4-yl)morpholino)-2,3-dimethylquinazolin-4(3H)-one